(1r,4r)-4-(1-(2,6-dioxopiperidin-3-yl)-2-oxo-1,2-dihydrobenzo[cd]indol-6-yl)cyclohexane-1-carboxylic acid O=C1NC(CCC1N1C(C2=C3C(C(=CC=C13)C1CCC(CC1)C(=O)O)=CC=C2)=O)=O